[Cl-].[Cl-].C1(=CC=C(C=C1)[Si](=[Zr+2](C1=CC=CC=2C3=CC=CC=C3CC12)C1C=CC=C1)C1=CC=C(C=C1)C)C di(p-tolyl)silylene(cyclopentadienyl)(fluorenyl)zirconium dichloride